8-amino-N-{4-[(4-hydroxypiperidin-1-yl)carbonyl]phenyl}-4,4-dimethyl-4,5-dihydro-1H-pyrazolo[4,3-H]quinazoline-3-carboxamide NC1=NC=2C3=C(C(CC2C=N1)(C)C)C(=NN3)C(=O)NC3=CC=C(C=C3)C(=O)N3CCC(CC3)O